N1C=C(C2=CC=CC=C12)CN1CCN(CC1)C1=C(C=C(C=C1)C(F)(F)F)NC(=O)C=1OC(=CC1)C1=CC=NC=C1 N-(2-(4-((1H-indol-3-yl)methyl)piperazin-1-yl)-5-(trifluoromethyl)-phenyl)-5-(pyridin-4-yl)furan-2-carboxamide